2-(3,5-Di-tert-amyl-2-hydroxyphenyl)benzotriazole C(C)(C)(CC)C=1C(=C(C=C(C1)C(C)(C)CC)N1N=C2C(=N1)C=CC=C2)O